6-(3-(dimethylamino)propoxy)-1'-methyl-5'-(1-(1-phenylethyl)-1H-pyrazol-4-yl)-[3,4'-bipyridin]-2'(1'H)-one CN(CCCOC1=CC=C(C=N1)C1=CC(N(C=C1C=1C=NN(C1)C(C)C1=CC=CC=C1)C)=O)C